5-bromobenzo[b]thiophene-2-carboxylic acid ethyl ester C(C)OC(=O)C1=CC2=C(S1)C=CC(=C2)Br